2-acetyl-N6-[(benzyloxy)carbonyl]-L-lysyl-L-alanyl-D-alanyl-L-asparagine C(C)(=O)[C@](N)(CCCCNC(=O)OCC1=CC=CC=C1)C(=O)N[C@@H](C)C(=O)N[C@H](C)C(=O)N[C@@H](CC(N)=O)C(=O)O